4-((5-(3,5-difluoro-4-hydroxy-6-(trifluoromethyl)pyridin-2-yl)-1,3,4-thiadiazol-2-yl)methyl)-6-(2,2,2-trifluoroethyl)-4,6-diazaspiro[2.4]heptane-5,7-dione FC=1C(=NC(=C(C1O)F)C(F)(F)F)C1=NN=C(S1)CN1C2(CC2)C(N(C1=O)CC(F)(F)F)=O